CC1=CN=C(S1)C=1C=C(OC[C@H]2CN(CCO2)C(=O)OC(C)(C)C)C=C(C1)C(NCC=1C=NC(=NC1)C(F)(F)F)=O Tert-butyl (2R)-2-{[3-(5-methyl-1,3-thiazol-2-yl)-5-({[2-(trifluoromethyl)pyrimidin-5-yl] methyl}carbamoyl)phenoxy] methyl}morpholine-4-carboxylate